4-{3-(4-chlorophenyl)-1-[2-(4-morpholinyl)ethyl]ureido}-N-(4-methoxyphenyl)benzamide ClC1=CC=C(C=C1)NC(N(CCN1CCOCC1)C1=CC=C(C(=O)NC2=CC=C(C=C2)OC)C=C1)=O